2-bromo-5-(3-methyl-4-piperidyl)pyridine BrC1=NC=C(C=C1)C1C(CNCC1)C